CS(=O)(=O)[Pd-](C1=C(C=CC=C1)C1=C(C=CC=C1)N)P(C(C)(C)C)(C(C)(C)C)C(C)(C)C methanesulfonyl-(tri-tert-butylphosphino)(2'-amino-1,1'-biphenyl-2-yl)palladium (II)